NC=1C2=C(N=CN1)N(C(=C2C=2C=NC1=CC=CC=C1C2)C#C)C21CCC(CC2)(C1)NC(=O)C=1N=NC=CN1 N-(4-(4-Amino-6-ethynyl-5-(quinolin-3-yl)-7H-pyrrolo[2,3-d]pyrimidin-7-yl)bicyclo-[2.2.1]heptan-1-yl)-1,2,4-triazine-3-carboxamide